C(N)(=N)C=1C=C(SC1)[C@@H](C)NC(=O)[C@H]1N([C@H]2C[C@]2(C1)COC)C(CNC(=O)C=1C=CC=2C(C3=CC=CC=C3C2C1)(F)F)=O (1S,3S,5R)-N-((R)-1-(4-carbamimidoylthiophen-2-yl)ethyl)-2-((9,9-difluoro-9H-fluorene-3-carbonyl)glycyl)-5-(methoxymethyl)-2-azabicyclo[3.1.0]hexane-3-carboxamide